methyl (2E)-2-{[({cyclopropyl[(4-methoxyphenyl)imino]methyl}sulphanyl)methyl]phenyl}-3-methoxyprop-2-enoate C1(CC1)C(=NC1=CC=C(C=C1)OC)SCC1=C(C=CC=C1)/C(/C(=O)OC)=C\OC